3-methoxy-N-(methyl-(oxo)(pyridin-4-yl)-lambda6-sulfanylidene)-4-(5-(trifluoromethyl)-1,2,4-oxadiazol-3-yl)benzamide COC=1C=C(C(=O)N=S(C2=CC=NC=C2)(=O)C)C=CC1C1=NOC(=N1)C(F)(F)F